C(C=C)N1N(C2=NC=NC=C2C1=O)C1=NC(=CC=C1)C(C)(C)O 2-allyl-1-[6-(1-hydroxy-1-methyl-ethyl)-2-pyridinyl]-3-oxo-pyrazolo[3,4-d]Pyrimidine